C(C=C)(=O)OCC(O)O dihydroxyethyl acrylate